CCCCCC(CC)OP(=O)(OC1=CC=CC=C1)OC2=CC=CC=C2 2-ethylhexyldiphenyl phosphate